CC=1OC2=C(C1C(=O)O)C=C(C=C2)OCC(C)(C)C 2-methyl-5-(neopentyloxy)benzofuran-3-carboxylic acid